2-Methyl-2-(2-methyl-4-((2-oxo-3-(4-(trifluoromethyl)phenyl)imidazolin-1-yl)methyl)phenoxy)propanoic acid ethyl ester C(C)OC(C(C)(OC1=C(C=C(C=C1)CN1C(N(CC1)C1=CC=C(C=C1)C(F)(F)F)=O)C)C)=O